ClC1=CC=C2C(=N1)N=C(O2)N2CCN(CC2)C(=O)C=2C=C(C(=NC2)OCC2(CC2)C#N)C 1-[[5-[4-(5-chlorooxazolo[4,5-b]pyridin-2-yl)piperazine-1-carbonyl]-3-methyl-2-pyridyl]oxymethyl]cyclopropanecarbonitrile